[2-(18-azido-octadecanoylamino)-ethyl]-bis-[2-(2-tert-butoxycarbonylamino-ethyl-carbamoyl)ethyl]-methyl-ammonium N(=[N+]=[N-])CCCCCCCCCCCCCCCCCC(=O)NCC[N+](C)(CCC(NCCNC(=O)OC(C)(C)C)=O)CCC(NCCNC(=O)OC(C)(C)C)=O